CN1C(=CC(C2=CC=CC=C12)=O)C(F)(F)F 1-methyl-2-(trifluoromethyl)-1,4-dihydroquinolin-4-one